(S)-4-(3-(tert-butoxy)-2-((1,3-dioxoisoindolin-2-yl)oxy)-3-oxopropoxy)benzoic acid C(C)(C)(C)OC([C@H](COC1=CC=C(C(=O)O)C=C1)ON1C(C2=CC=CC=C2C1=O)=O)=O